BrC1=CC=C2C(=NN(C2=C1)COCC[Si](C)(C)C)C1=NC2=C(N1COCC[Si](C)(C)C)CN(C2)S(=O)(=O)C2CC2 6-bromo-3-(5-(cyclopropanesulfonyl)-1-((2-(trimethylsilyl)ethoxy)methyl)-1,4,5,6-tetrahydropyrrolo[3,4-d]imidazol-2-yl)-1-((2-(trimethylsilyl)ethoxy)methyl)-1H-indazol